N-(2-chloroethyl)morpholine ClCCN1CCOCC1